ClC1=CC(=C(C=N1)C1=NC=C(C=C1F)CN1CC2(CS(C2)(=O)=O)C1)F 6-((6'-Chloro-3,4'-difluoro-[2,3'-bipyridin]-5-yl)methyl)-2-thia-6-azaspiro[3.3]heptane 2,2-dioxide